methyl 2-fluoro-4-(4-(3-(4-(((5-fluoro-4-oxo-2-(((tetrahydro-2H-pyran-4-yl)thio)methyl)-3,4-dihydroquinazolin-7-yl)oxy)methyl)piperidin-1-yl)azetidin-1-yl)piperidin-1-yl)benzoate FC1=C(C(=O)OC)C=CC(=C1)N1CCC(CC1)N1CC(C1)N1CCC(CC1)COC1=CC(=C2C(NC(=NC2=C1)CSC1CCOCC1)=O)F